ethyl (R,Z)-2-(4-(2-(((3-chloropyridin-2-yl) oxy) methyl) pyrrolidin-1-yl)-2,5-difluorobenzoyl)-3-ethoxyacrylate ClC=1C(=NC=CC1)OC[C@@H]1N(CCC1)C1=CC(=C(C(=O)/C(/C(=O)OCC)=C/OCC)C=C1F)F